CC1(CC(C1)N(C(OC(C)(C)C)=O)C1CN(CC1)C=1N=NC(=CC1)C1=C(C=C(C=C1)C1=CN=NC(=C1)OC)OCOC)C tert-butyl (3,3-dimethylcyclobutyl)(1-(6-(2-(methoxymethoxy)-4-(6-methoxypyridazin-4-yl)phenyl)pyridazin-3-yl)pyrrolidin-3-yl)carbamate